FC=1C=C(CN(S(=O)(=O)C)C2=CC=CC=C2)C=CC1C(=O)NN N-(3-fluoro-4-(hydrazinecarbonyl)benzyl)-N-phenylmethanesulfonamide